2-(7-bromo-9,9-dipropyl-9H-fluorene-2-yl)-9-phenyl-9H-carbazole BrC1=CC=C2C=3C=CC(=CC3C(C2=C1)(CCC)CCC)C1=CC=2N(C3=CC=CC=C3C2C=C1)C1=CC=CC=C1